racemic-(E)-N-(6-methoxy-5-(2-(6-(trifluoromethyl)tetrahydro-2H-pyran-3-yl)vinyl)pyridin-3-yl)acrylamide COC1=C(C=C(C=N1)NC(C=C)=O)\C=C\C1COC(CC1)C(F)(F)F